FC(C=1C(=C(C=CC1)[C@@H](C)NC=1C=2C(N=C(N1)C)=C(C(N(C2)N2CCOCC2)=O)N2CCN(CC2)C)F)F (R)-4-((1-(3-(difluoromethyl)-2-fluorophenyl)ethyl)amino)-2-methyl-8-(4-methylpiperazine-1-yl)-6-morpholinopyrido[4,3-d]pyrimidin-7(6H)-one